COC(=O)C1(CC(N(C(C1)C)CC1=C(C(=CC=C1)Cl)F)C)CC1=NC(=CC=C1F)NC1=NNC(=C1)C methyl-1-(3-chloro-2-fluorobenzyl)-4-((3-fluoro-6-((5-methyl-1H-pyrazol-3-yl) amino) pyridin-2-yl) methyl)-2,6-dimethylpiperidine-4-carboxylate